spiro[2.5]oct-6-carbonyl azide C1CC12CCC(CC2)C(=O)N=[N+]=[N-]